isobutyl 4-bromo-α-cyanocinnamate BrC1=CC=C(C=C(C(=O)OCC(C)C)C#N)C=C1